(+/-)-4-methyl-6-(2-phenylazepan-1-yl)pyrimidin-2-amine CC1=NC(=NC(=C1)N1[C@H](CCCCC1)C1=CC=CC=C1)N |r|